BrC(C(=O)[O-])(F)F.[Cu+2].BrC(C(=O)[O-])(F)F copper 2-bromo-2,2-difluoroacetate